4-(1-hydroxy-1-methylethyl)-2-furansulfonamide OC(C)(C)C=1C=C(OC1)S(=O)(=O)N